ClC1=CC=C(C=C1)[C@H]1[C@@H](CNC1)C(=O)O trans-4-(4-chloro-phenyl)-pyrrolidine-3-carboxylic acid